C(C)OC(=O)C1=C(N=C(S1)NC1=NC(=CC(=N1)N1CCN(CC1)C)N1CCN(CC1)C)C 2-[4,6-Bis-(4-methyl-piperazin-1-yl)-pyrimidin-2-ylamino]-4-methyl-thiazole-5-carboxylic acid ethyl ester